N-(3-(2-(4-morpholinophenylamino)thieno[3,2-d]pyrimidin-7-yl)phenyl)methanesulfonamide O1CCN(CC1)C1=CC=C(C=C1)NC=1N=CC2=C(N1)C(=CS2)C=2C=C(C=CC2)NS(=O)(=O)C